ClC=1C=C(C=CC1)S(=O)(=O)NC1=CC(=C(C=C1)C1=NC(=C(C=C1)F)C#N)Cl 3-chloro-N-(3-chloro-4-(6-cyano-5-fluoropyridin-2-yl)phenyl)benzenesulfonamide